BrC=1C=CC(=NC1)C(CCN(C)C)N 1-(5-bromopyridin-2-yl)-N3,N3-dimethylpropane-1,3-diamine